3-[(2R,4R)-4-({[1-(2,2-difluoro-1,3-benzodioxol-5-yl)cyclopropyl]carbonyl}amino)-7-methyl-3,4-dihydro-2H-chromen-2-yl]-N-[(2R)-2,3-dihydroxypropyl]benzamide FC1(OC2=C(O1)C=CC(=C2)C2(CC2)C(=O)N[C@@H]2C[C@@H](OC1=CC(=CC=C21)C)C=2C=C(C(=O)NC[C@H](CO)O)C=CC2)F